C1(CC1)N1CCN(CC1)C(=O)C1CC12CCN(CC2)C(=O)OC(C)(C)C t-butyl 1-(4-cyclopropylpiperazine-1-carbonyl)-6-azaspiro[2.5]octane-6-carboxylate